C=C1C2C=CC(C1)C2 5-methylidene-bicyclo[2.2.1]-hept-2-ene